CCOC(=O)CCC(C(=O)OCC)O The molecule is a diester obtained by the formal condensation of both the carboy groups of 2-hydroxyglutaric acid with two molecules of ethanol respectively. It has a role as a metabolite. It is a diester and a member of dicarboxylic acids and O-substituted derivatives. It derives from a 2-hydroxyglutaric acid.